(isoxazol-3-yl)-5-(piperidin-4-ylamino)quinoline-8-carboxamide O1N=C(C=C1)C1=NC2=C(C=CC(=C2C=C1)NC1CCNCC1)C(=O)N